CC(C#CC1(COCC1)O)=C 3-(3-methylbut-3-en-1-yn-1-yl)tetrahydrofuran-3-ol